C(CCCCCCCCCCCCC)(=O)OC[C@H](COP(=O)(O)OCC(COC(CCN(C)C(=O)OC(C)(C)C)=O)OC(CCN(C)C(=O)OC(C)(C)C)=O)OC(CCCCCCCCCCCCC)=O (2R)-3-(((2,3-bis((3-((tert-butoxycarbonyl)(methyl)amino)-propanoyl)oxy)propoxy)(hydroxy)phosphoryl)oxy)propane-1,2-diyl ditetradecanoate